2-(6-(3,5-difluoro-6-((2-methyl-2H-indazol-5-yl)methoxy)piperidin-2-yl)-6-Azaspiro[2.5]octan-1-yl)-1-((S)-oxetan-2-ylmethyl)-1H-benzo[d]imidazole-6-carboxylic acid methyl ester COC(=O)C=1C=CC2=C(N(C(=N2)C2CC23CCN(CC3)C3NC(C(CC3F)F)OCC3=CC2=CN(N=C2C=C3)C)C[C@H]3OCC3)C1